OC1=C(C#N)C=C(C=C1)N 2-hydroxy-5-aminobenzonitrile